6-((1S,2S)-2-(6-chloroimidazo[1,2-b]pyridazin-8-yl)cyclopropyl)-2-methylbenzo[d]thiazole ClC=1C=C(C=2N(N1)C=CN2)[C@@H]2[C@H](C2)C2=CC1=C(N=C(S1)C)C=C2